OC1=CC=C(C=C1)C1=CC=CC=C1 4-hydroxy-(1,1'-biphenyl)